7-Fluoro-2-methyl-4-oxo-3,4-dihydroquinazoline-6-sulfonyl chloride FC1=C(C=C2C(NC(=NC2=C1)C)=O)S(=O)(=O)Cl